[9-(pyridin-2-yl)-6-oxaspiro[4.5]decan-9-yl]acetic acid N1=C(C=CC=C1)C1(CCOC2(CCCC2)C1)CC(=O)O